NC1=C(C=CC=C1)CC(=O)N(CCC)C=1C=C(C(=O)NC2=CC=C(C=C2)S(NC2=CC=CC=C2)(=O)=O)C=CC1 3-(2-(2-aminophenyl)-N-propylacetamido)-N-(4-(N-phenylsulfamoyl)phenyl)benzamide